1-methyl-6-(5-methyl-1H-pyrazol-3-yl)pyridin-2(1H)-one CN1C(C=CC=C1C1=NNC(=C1)C)=O